4-iodo-6-(trifluoromethyl)-1H-pyridin-2-one IC1=CC(NC(=C1)C(F)(F)F)=O